FC1=CC2=C(CNCC(C2)(N)C)C=C1F 7,8-difluoro-4-methyl-2,3,4,5-tetrahydro-1H-benzo[c]azepin-4-amine